CC=1C=C(C(=O)N[C@H](CC(C)C)C(=O)OC)C=CC1C Methyl (3,4-dimethylbenzoyl)-D-leucinate